N,N-dimethyl-ethenamine CN(C=C)C